ethyl 4-[1-(3-chloro-2,4-difluorophenyl)-1-cyanoethyl]-5-fluoro-6-(methylsulfanyl)pyridine-3-carboxylate ClC=1C(=C(C=CC1F)C(C)(C#N)C1=C(C=NC(=C1F)SC)C(=O)OCC)F